6-fluoro-5-(1H-pyrazol-4-yl)indoline-1-carboxamide FC1=C(C=C2CCN(C2=C1)C(=O)N)C=1C=NNC1